NC=1SC2=C(C3=CN(C(=C3CC2)C(=O)OCC)S(=O)(=O)C2=CC=CC=C2)N1 Ethyl 2-amino-7-(phenylsulfonyl)-5,7-dihydro-4H-[1,3]thiazolo[4,5-e]isoindol-6-carboxylate